4-(4-bromo-2-cyano-1H-pyrrol-1-yl)-3,3-dimethylbutyric acid methyl ester COC(CC(CN1C(=CC(=C1)Br)C#N)(C)C)=O